N,N-bis(trimethylsilyl)-3-aminopropyltrimethoxysilane C[Si](N(CCC[Si](OC)(OC)OC)[Si](C)(C)C)(C)C